N2-Butyl-7-(4-(pyrrolidin-1-ylmethyl)benzyl)imidazo[2,1-f][1,2,4]triazin-2,4-diamin C(CCC)NC1=NN2C(C(=N1)N)=NC=C2CC2=CC=C(C=C2)CN2CCCC2